1,4-bis(4-carboxyphenyl)benzene C(=O)(O)C1=CC=C(C=C1)C1=CC=C(C=C1)C1=CC=C(C=C1)C(=O)O